CC(C#CC1=NC(=NC(=N1)NCC(F)(F)F)N[C@@H](C(F)(F)F)C)(C)C (R)-6-(3,3-Dimethylbut-1-yn-1-yl)-N2-(2,2,2-trifluoroethyl)-N4-(1,1,1-Trifluoropropan-2-yl)-1,3,5-triazine-2,4-diamine